(1r,4r)-4-((6-fluoro-5-(1-(2-fluoroethyl)-1H-benzo[d]imidazol-6-yl)-4-methoxypyrrolo[2,1-f][1,2,4]triazin-2-yl)amino)-1-methylcyclohexan-1-ol FC=1C(=C2C(=NC(=NN2C1)NC1CCC(CC1)(O)C)OC)C=1C=CC2=C(N(C=N2)CCF)C1